5-(2-methoxynaphthalen-1-yl)-3-methylenedihydrofuran-2(3H)-one COC1=C(C2=CC=CC=C2C=C1)C1CC(C(O1)=O)=C